4-nitro-3,5-lutidine nitrogen [N].[N+](=O)([O-])C1=C(C=NC=C1C)C